Cl.CC1=CC=C(C=N1)N1C[C@H](CCC1)N(CC1=CC(=NC=C1)C)CC1=CNC2=CC=CC=C2C1=O 3-({[(3S)-1-(6-methylpyridin-3-yl)piperidin-3-yl][(2-methylpyridin-4-yl)methyl]amino}methyl)-1,4-dihydroquinolin-4-one hydrochloride